[I-].C(=O)(O)CCCCCN1C(SC2=C1C=CC=C2)C 3-(5-carboxypentyl)-2-methylbenzothiazole iodide